COCC(CC)(CC)O 3-(methoxymethyl)-3-pentanol